C(C)(C)(C)OC(=O)NC=1C=CC(=C(C(=O)O)C1)I 5-((tert-butoxycarbonyl)amino)-2-iodobenzoic acid